C(OC(C)(C)C)(OC=1C(=CC(=C2C=CC(=NC12)C=O)Cl)Cl)=O tert-butyl (5,7-dichloro-2-formylquinolin-8-yl) carbonate